2-(2-chloro-3-(6-(1-methylcyclopropoxy)-9-((4-methylpyridin-2-yl)methyl)-9H-purin-8-yl)phenyl)acetamide ClC1=C(C=CC=C1C=1N(C2=NC=NC(=C2N1)OC1(CC1)C)CC1=NC=CC(=C1)C)CC(=O)N